N-Hexadecyl-N,N-dimethylanilinium bromide [Br-].C(CCCCCCCCCCCCCCC)[N+](C1=CC=CC=C1)(C)C